(Z)-1-(2-chloro-6-fluoro-phenyl)-N'-hydroxy-cyclopropanecarboxamidine ClC1=C(C(=CC=C1)F)C1(CC1)/C(=N/O)/N